C1NCC12CC(C2)[C@H](C)NC=2C=C(C=CC2C(F)(F)F)C2=NNC(O2)=O 5-[3-{[(1S)-1-(2-azaspiro[3.3]heptan-6-yl)ethyl]amino}-4-(trifluoromethyl)phenyl]-1,3,4-oxadiazol-2(3H)-one